[C@H](C)(CC)[C@H]1C(NC=2C=NC=NC2N1C(=O)C=1C=NN(C1)C)=O (S)-7-((S)-sec-butyl)-8-(1-methyl-1H-pyrazole-4-carbonyl)-7,8-dihydropteridin-6(5H)-one